ClC1=CC2=C(C=N1)C=C(N2COCC[Si](C)(C)C)C2=NC(=NC(=C2)C)C 2-[[6-chloro-2-(2,6-dimethyl-pyrimidin-4-yl)pyrrolo[3,2-c]pyridin-1-yl]methoxy]ethyl-trimethyl-silane